COC(=O)C1C(C2C=CC1CC2)C(=O)O 3-(methoxycarbonyl)bicyclo[2.2.2]oct-5-ene-2-carboxylic acid